NC1CCC(CC1)NC1=NC2=C(C=C(C=C2C=N1)C1=C(C=C(C=C1)N(S(=O)(=O)C1=C(C=CC=C1)Cl)C)C)O N-(4-(2-(((1r,4r)-4-aminocyclohexyl)amino)-8-hydroxyquinazolin-6-yl)-3-methylphenyl)-2-chloro-N-methylbenzene-sulfonamide